2-bromo-1-(1-phenylcyclopropyl)ethanone BrCC(=O)C1(CC1)C1=CC=CC=C1